2-(1-(6-amino-9H-purin-9-yl)propyl)-6-fluoro-3-phenyl-4H-chromen-4-one NC1=C2N=CN(C2=NC=N1)C(CC)C=1OC2=CC=C(C=C2C(C1C1=CC=CC=C1)=O)F